COC1(CC(C1)(C1=NN=CN1C)C=1C=C(C=CC1)N1C(C2=CC(=CC(=C2C1)C(F)(F)F)CNC1(CCC1)C)=O)C 2-(3-((1r,3r)-3-methoxy-3-methyl-1-(4-methyl-4H-1,2,4-triazol-3-yl)cyclobutyl)phenyl)-6-(((1-methylcyclobutyl)amino)methyl)-4-(trifluoromethyl)isoindolin-1-one